C(C)C(CN1C=[N+](C=C1)CCCCCCCCCCCC)CCCC 1-(2-ethylhexyl)-3-dodecylimidazolium